Cl.N1N=CC(=C1)C1=CC(N(C=C1)C=1SC=2N=C(SC2N1)OC1CC(NC(C1)(C)C)(C)C)=O 4-(1H-Pyrazol-4-yl)-1-{5-[(2,2,6,6-tetramethylpiperidin-4-yl)oxy][1,3]thiazolo[5,4-d][1,3]thiazol-2-yl}pyridin-2(1H)-on Hydrochlorid